NCCC=1C=CC(=NC1)C1=C(C=C(C#N)C=C1)CN1C=NC(=C1)C1=C(C=CC=C1)C 4-[5-(2-aminoethyl)pyridin-2-yl]-3-[[4-(2-methylphenyl)imidazol-1-yl]methyl]benzonitrile